C(C)(C)(C)OC(=O)N1CCN(C2=C1C=NC=1N=C(C=CC21)OC)CC2=C(C=C(C=C2F)S(N)(=O)=O)F 1-(2,6-difluoro-4-sulfamoyl-benzyl)-8-methoxy-2,3-dihydropyrazino[2,3-c][1,8]naphthyridine-4(1H)-carboxylic acid tert-butyl ester